NC1=CC=C(C=C1)C=1C(=C(C=CC1NC)C1=CC=C(C=C1)NC)C1=CC=C(C=C1)N bis(4-aminophenyl)-N,N'-dimethylbiphenyl-4,4'-diamine